(2S)-2-amino-N-[[(2-[2-chloro-4-[([[2-(2,6-dioxopiperidin-3-yl)-1-oxo-3H-isoindol-5-yl]methyl]carbamoyl)amino]phenyl]ethyl)sulfanyl]-methyl]propanamide N[C@H](C(=O)NCSCCC1=C(C=C(C=C1)NC(NCC=1C=C2CN(C(C2=CC1)=O)C1C(NC(CC1)=O)=O)=O)Cl)C